N1(C=NC=C1)[C@@H](COC)C=1NC(=NN1)C=1N(C2=C(C(=C(C=C2C1N1C=NC=C1)OC)Cl)F)C (R)-2-(5-(1-(1H-imidazol-1-yl)-2-methoxyethyl)-4H-1,2,4-triazol-3-yl)-6-chloro-7-fluoro-3-(1H-imidazol-1-yl)-5-methoxy-1-methyl-1H-indole